ClC1=C(C=C(C=C1)CC(C)(C)NC(=O)C=1C=C2C(=NC1)N(C=C2F)C)F N-(1-(4-chloro-3-fluorophenyl)-2-methylpropan-2-yl)-3-fluoro-1-methyl-1H-pyrrolo[2,3-b]pyridine-5-carboxamide